7-benzyl-3-(4-fluorobenzyl)-2,3,6,7,8,9-hexahydroimidazo[1,2-a]pyrido[3,4-e]pyrimidin-5(1H)-one C(C1=CC=CC=C1)N1CC=2C(N=C3N(C2CC1)CCN3CC3=CC=C(C=C3)F)=O